6-[1-acryloyl-3-(2,3-dichloro-6-fluorophenyl)-3-pyrrolidinylamino]-1-methyl-3,3-dimethyl-2-indolinone C(C=C)(=O)N1CC(CC1)(C1=C(C(=CC=C1F)Cl)Cl)NC1=CC=C2C(C(N(C2=C1)C)=O)(C)C